S1N=NC2=C1C(=CC=C2)S benzothiadiazole-7-thiol